C(C)C(COC(CCCCCCCCC(=O)OCC(CCCC)CC)=O)CCCC di(2-ethylhexyl)-sebacate